piperazine-2-carboxamide N1C(CNCC1)C(=O)N